7-(3,5-dimethylisoxazol-4-yl)-5-methyl-4-pyridin-2-yl-4,5-dihydroimidazo[1,5,4-de][1,4]benzoxazin-2(1H)-one CC1=NOC(=C1C1=CC=C2C=3N(C(C(OC31)C)C3=NC=CC=C3)C(N2)=O)C